3-nitrophenyl-((2R,6S)-2,6-dimethylmorpholinyl)methanone hydrochloride Cl.[N+](=O)([O-])C=1C=C(C=CC1)C(=O)N1C[C@H](O[C@H](C1)C)C